3-[(1RS,2SR)-1-{6-[5-(difluoromethyl)-1,3,4-oxadiazol-2-yl]-1-oxo-1,3-dihydro-2H-isoindol-2-yl}-2-hydroxy-2-phenylethyl]benzonitrile FC(C1=NN=C(O1)C1=CC=C2CN(C(C2=C1)=O)[C@@H]([C@H](C1=CC=CC=C1)O)C=1C=C(C#N)C=CC1)F |r|